ClC=1C=CC(=C(C1)NS(=O)=O)[N+](=O)[O-].[Na] sodium N-(5-chloro-2-nitrophenyl)sulfonamide